(R)-8-(1-((2-((difluoromethyl)sulfonyl)phenyl)amino)-ethyl)-2-(4,4-dimethylpiperidin-1-yl)-6-methyl-4H-chromen-4-one FC(S(=O)(=O)C1=C(C=CC=C1)N[C@H](C)C=1C=C(C=C2C(C=C(OC12)N1CCC(CC1)(C)C)=O)C)F